Valyl-Arginine N[C@@H](C(C)C)C(=O)N[C@@H](CCCNC(N)=N)C(=O)O